C1(CC1)N1C(=NC2=C1C=C(C=C2F)C2CCN(CC2)C2CCN(CC2)CC2CC2)C2=CC=C(C=C2)S(=O)(=O)C 1-cyclopropyl-6-(1'-(cyclopropylmethyl)-[1,4'-bipiperidin]-4-yl)-4-fluoro-2-(4-(methylsulfonyl)phenyl)-1H-benzo[d]imidazole